N-(4-(4-Amino-6-ethynyl-5-(quinolin-3-yl)-7H-pyrrolo[2,3-d]pyrimidin-7-yl)bicyclo-[2.2.1]heptan-1-yl)-1,2,3-thiadiazole-5-carboxamide NC=1C2=C(N=CN1)N(C(=C2C=2C=NC1=CC=CC=C1C2)C#C)C21CCC(CC2)(C1)NC(=O)C1=CN=NS1